C(C)(C)(C)OC(NC=1N=CC2=CC(=NC=C2C1)C=1C=NC(=CC1C)C(CC)O)=O.FC(OC1=CC=C(C=C1)S(=O)(=O)C1(CC1)C1=NC=CC=C1)(F)F (1-((4-(trifluoromethoxy)phenyl)sulfonyl)cyclopropyl)pyridine tert-butyl-N-{7-[6-(1-hydroxypropyl)-4-methylpyridin-3-yl]-2,6-naphthyridin-3-yl}carbamate